[C@H]12CN(C[C@H](CC1)N2)C=2C1=C(N=C(N2)OCC23CCC(CC2)(CC3)C=C)C(=C(N=C1)C1=CC(=CC3=CC=C(C(=C13)C#C)F)O)F 4-(4-((1r,5s)-3,8-diazabicyclo[3.2.1]oct-3-yl)-8-fluoro-2-((4-vinylbicyclo[2.2.2]oct-1-yl)methoxy)pyrido[4,3-d]pyrimidin-7-yl)-5-ethynyl-6-fluoronaphthalen-2-ol